C1(CCC1)OC1CN(CCC1)C1CCN(CC1)C=1SC(=CN1)C(=O)NCC1=NC=C(C=C1F)F 2-[3-(cyclobutyloxy)[1,4'-bipiperidin]-1'-yl]-N-[(3,5-difluoropyridin-2-yl)methyl]-1,3-thiazole-5-carboxamide